N1CN=CC1=O 1H-imidazol-5-one